C(C)OCCOC=1C(=C(C=C(C1)CCCCC)O)C1C=C(CCC1C(=C)C)C 3-(2-Ethoxyethoxy)-2-(3-methyl-6-prop-1-en-2-ylcyclohex-2-en-1-yl)-5-pentylphenol